C(CCCCCNC(CCC1=CC(=C(C(=C1)C(C)(C)C)O)C(C)(C)C)=O)NC(CCC1=CC(=C(C(=C1)C(C)(C)C)O)C(C)(C)C)=O N,N'-1,6-hexanediylbis[3-[4-hydroxy-3,5-bis(2-methyl-2-propanyl)phenyl]propionamide]